6-(3-amino-6-bromo-5-fluoropyrazin-2-yl)phthalazin NC=1C(=NC(=C(N1)F)Br)C=1C=C2C=NN=CC2=CC1